5-carbonyl-6,7-dihydro-5H-cyclopenta[b]Pyridine-3-carboxylic acid ethyl ester C(C)OC(=O)C=1C=C2C(=NC1)CCC2=C=O